COC(C(CNC(=O)OC(C)(C)C)C1=CC=C(C=C1)F)=O 3-[(tert-butoxycarbonyl)amino]-2-(4-fluorophenyl)propionic acid methyl ester